3,4-dihydro-2H-benzo[b][1,4]oxazine-2-carboxylic acid hydrochloride salt Cl.O1C2=C(NCC1C(=O)O)C=CC=C2